rel-1-fluoro-N-[(5R,6S)-{[2-(2-fluorophenyl)-1,3-thiazol-4-yl]methyl}-4-oxo-3-(propan-2-yl)-3,4,5,6,7,8-hexahydroquinazolin-6-yl]cyclopropane-1-sulfonamide FC1(CC1)S(=O)(=O)N[C@@H]1CC=2C(N(C(=NC2CC1)CC=1N=C(SC1)C1=C(C=CC=C1)F)C(C)C)=O |o1:8|